CN1N=CC(=C1)C1=CC2=C(O[C@@H](CN2)[C@H](N)C2=CC=CC=C2)N=C1 (R)-[(3S)-7-(1-methylpyrazol-4-yl)-2,3-dihydro-1H-pyrido[2,3-b][1,4]oxazin-3-yl]-phenyl-methanamine